1-[6-[5-[(6-methylpyridazin-3-yl)amino]benzimidazol-1-yl]-2-(3-methyl-4-pyridyl)-3-pyridyl]ethanol CC1=CC=C(N=N1)NC1=CC2=C(N(C=N2)C2=CC=C(C(=N2)C2=C(C=NC=C2)C)C(C)O)C=C1